sodium tetradecylbenzenesulphonate C(CCCCCCCCCCCCC)OS(=O)(=O)C1=CC=CC=C1.[Na]